C(=O)C=1OC=C(C1)B1OC(C)(C)C(C)(C)O1 2-formylfuran-4-boronic Acid Pinacol Ester